(4S)-4-ethyl-3-(piperidin-4-yl)-1,3-oxazolidin-2-one acetate C(C)(=O)O.C(C)[C@@H]1N(C(OC1)=O)C1CCNCC1